4-((4-(((3-(N-Methylmethylsulfonamido)pyrazin-2-yl)methyl)amino)-5-(trifluoro-methyl)pyrimidin-2-yl)amino)-N-(piperidin-4-yl)benzamide CN(S(=O)(=O)C)C=1C(=NC=CN1)CNC1=NC(=NC=C1C(F)(F)F)NC1=CC=C(C(=O)NC2CCNCC2)C=C1